FC(C(=O)O)(F)F.FC(C=1N=C(NC1C)C1=NC=CC(=C1)C=1C=NC=C(C1)S(=O)(=O)C)F 2'-[4-(Difluoromethyl)-5-methyl-1H-imidazol-2-yl]-5-(methylsulfonyl)-3,4'-bipyridine trifluoroacetate salt